The molecule is a member of the class of xanthones that is methyl 9-oxo-9H-xanthene-1-carboxylate substituted by a hydroxy group at position 8 and a hydroxymethyl group at position 6. It has been isolated from the sea fan derived fungus Aspergillus sydowii. It has a role as an Aspergillus metabolite. It is a member of xanthones, an aromatic ester and a member of phenols. COC(=O)C1=C2C(=CC=C1)OC3=CC(=CC(=C3C2=O)O)CO